2-(3-trifluoromethylbenzyl)oxirane-2-carboxylic acid FC(C=1C=C(CC2(OC2)C(=O)O)C=CC1)(F)F